1,1-di(t-butylperoxy)-3,5,5-trimethylcyclohexane C(C)(C)(C)OOC1(CC(CC(C1)(C)C)C)OOC(C)(C)C